(2R,4aS,9aR)-2-methyl-7-(trifluoromethyl)-2,3,4,4a,9,9a-hexahydroindeno[2,1-b][1,4]oxazine C[C@@H]1CN[C@@H]2[C@H](O1)CC=1C=C(C=CC12)C(F)(F)F